diacetyl-(1,10-phenanthroline) palladium (II) [Pd+2].C(C)(=O)C=1C(=NC2=C3N=CC=CC3=CC=C2C1)C(C)=O